CC12CCCCC2CCC1 7a-Methyloctahydro-4H-inden